2,2-difluoro-1,3-dimethyl-imidazolidine FC1(N(CCN1C)C)F